N-(2-(4-[3-(4-chlorophenyl)prop-2-ynyloxy]-3-methoxyphenyl)ethyl)-2-methanesulfonyl-amino-3-methylbutanamide ClC1=CC=C(C=C1)C#CCOC1=C(C=C(C=C1)CCNC(C(C(C)C)(S(=O)(=O)C)N)=O)OC